(1R,4R)-4-(7-(3,4-dimethoxyphenyl)pyrazolo[1,5-a]pyrimidine-2-carboxamido)cyclohexane-1-carboxylic acid COC=1C=C(C=CC1OC)C1=CC=NC=2N1N=C(C2)C(=O)NC2CCC(CC2)C(=O)O